FC=1C=C(C(=C(N)C1)OC)C1=NC=C(C=N1)C 5-Fluoro-2-methoxy-3-(5-methylpyrimidin-2-yl)aniline